(E)-3-(2-(4-(((3-chlorophenyl)methyl)sulfonamido)piperidin-1-yl)phenyl)-N-hydroxyacrylamide ClC=1C=C(C=CC1)CS(=O)(=O)NC1CCN(CC1)C1=C(C=CC=C1)/C=C/C(=O)NO